BrC1=C(\C=C/2\ON(OS2)CCCCCCC(=O)O)C=CC=C1 (Z)-7-(5-(2-bromobenzylidene)-2,4-dioxathiazolidin-3-yl)heptanoic acid